C(C)(C)(C)S(=O)(=O)C1=CC=2N(C=C1OC)N=CC2 5-(Tert-Butylsulfonyl)-6-methoxypyrazolo[1,5-a]pyridine